C12(CC3CC(CC(C1)C3)C2)C(=O)N2CCN(CC2)C=2C=CC3=C(C=C(O3)C(=O)O)C2Br 5-[4-(adamantane-1-carbonyl)-piperazin-1-yl]-4-bromo-benzofuran-2-carboxylic acid